C(C1=CC=C(C(=O)OCCOCCOCCO)C=C1)(=O)OCCO 2-hydroxyethyl [2-[2-(2-hydroxyethoxy)ethoxy]ethyl] terephthalate